N-(4-fluoro-5-(((2S,4R)-2-methyl-4-((9-methyl-9H-purin-2-yl)oxy)pyrrolidin-1-yl)methyl)thiazol-2-yl)acetamide FC=1N=C(SC1CN1[C@H](C[C@H](C1)OC1=NC=C2N=CN(C2=N1)C)C)NC(C)=O